2-[(1,3-difluoro-propan-2-yl)amino]-5-[5-(1-methyl-1H-1,3-benzodiazol-6-yl)-1,3,4-oxadiazol-2-yl]benzonitrile FCC(CF)NC1=C(C#N)C=C(C=C1)C=1OC(=NN1)C=1C=CC2=C(N(C=N2)C)C1